6-(6-bromoquinoxalin-2-yl)-5-methoxy-2,4-dimethyl-1,3-benzoxazole BrC=1C=C2N=CC(=NC2=CC1)C1=CC2=C(N=C(O2)C)C(=C1OC)C